siloxine [SiH2]1OC=CC=C1